(9aS)-3-(3-bromo-4-fluoro-phenyl)-1,3,4,6,7,8,9,9a-octahydropyrazino[2,1-c][1,4]oxazine BrC=1C=C(C=CC1F)C1CN2[C@H](CO1)CNCC2